7-cyclopropyl-5-[3-[3,3-difluoro-1-(4-methyl-1,2,4-triazol-3-yl)cyclobutyl]phenyl]-2-[[(3s)-3-methylpiperidin-1-yl]methyl]-3H-imidazo[4,5-c]pyridin-4-one C1(CC1)C=1C2=C(C(N(C1)C1=CC(=CC=C1)C1(CC(C1)(F)F)C1=NN=CN1C)=O)NC(=N2)CN2C[C@H](CCC2)C